tert-butylphenyl glycidyl ether CC(C)(C)C1=CC=C(C=C1)OCC2CO2